N-[(S)-(4,4-Difluorocyclohexyl)-[6-[(1R)-1-(4,4,4-trifluorobutanoylamino)ethyl]-1H-benzimidazol-2-yl]methyl]-1-(3,3-difluoropropyl)-1,2,4-triazole-3-carboxamide FC1(CCC(CC1)[C@H](NC(=O)C1=NN(C=N1)CCC(F)F)C1=NC2=C(N1)C=C(C=C2)[C@@H](C)NC(CCC(F)(F)F)=O)F